(1S,2S)-N-(6-(7-(dimethylamino)-6-fluoro-5-(methylthio)-1H-indazol-4-yl)benzo[d]thiazol-2-yl)-2-fluorocyclopropane-1-carboxamide CN(C=1C(=C(C(=C2C=NNC12)C1=CC2=C(N=C(S2)NC(=O)[C@H]2[C@H](C2)F)C=C1)SC)F)C